tert-butyl 4-((3-bromo-4-(trifluoromethyl) benzyl) amino)-4-methylpiperidine-1-carboxylate BrC=1C=C(CNC2(CCN(CC2)C(=O)OC(C)(C)C)C)C=CC1C(F)(F)F